C(C1=CC=CC=C1)C1(CCC1)C(/C=C/[C@H]1CC[C@H]2[C@@H]1CCC1=C(O2)C(=C(C=C1)C(=O)O)F)O (1R,3aS,10aR)-1-[(1E,3ξ)-3-(1-benzylcyclobutyl)-3-hydroxy-1-propen-1-yl]-5-fluoro-2,3,3a,9,10,10a-hexahydro-1H-benzo[b]cyclopenta[f]oxepin-6-carboxylic acid